4-[2-[5-Bromo-2-(8-chloro-4-oxochromen-2-yl)phenoxy]ethyl]morpholin BrC=1C=CC(=C(OCCN2CCOCC2)C1)C=1OC2=C(C=CC=C2C(C1)=O)Cl